2-amino-N-(4-hydroxybicyclo[2.2.2]Oct-1-yl)nicotinamide HCl salt Cl.NC1=C(C(=O)NC23CCC(CC2)(CC3)O)C=CC=N1